C(C)N1N=C(C=C1C1=CNC2=NC=CC(=C21)OC2=C(C=C(NC=1OC[C@](CN1)(F)CO)C=C2F)F)C |r| (+/-)-[2-(4-{[3-(1-ethyl-3-methyl-1H-pyrazol-5-yl)-1H-pyrrolo[2,3-b]pyridin-4-yl]oxy}-3,5-difluoroanilino)-5-fluoro-5,6-dihydro-4H-1,3-oxazin-5-yl]methanol